FC1=C(C=CC(=C1)C)C=1CCOC2=C(C1C1=CC=C(C=C1)O[C@@H]1CN(CC1)CCCF)C=CC(=C2C)O 4-(2-fluoro-4-methyl-phenyl)-5-[4-[(3S)-1-(3-fluoropropyl)pyrrolidin-3-yl]oxyphenyl]-9-methyl-2,3-dihydro-1-benzoxepin-8-ol